COC1=NC=NC(=C1)OC 4,6-Dimethoxy-pyrimidin